BrC1=CC=2N(C3=CC=CC=C3C2C=C1)CCCOC1=NC=NC2=CC=CC=C12 2-Bromo-9-(3-(quinazolin-4-yloxy)propyl)-9H-carbazole